5-[3-[(1S)-1-(5-fluoro-6-methyl-2-pyridyl)ethoxy]-1-methyl-pyrazolo[3,4-c]pyridazin-5-yl]-1H-pyrimidine-2,4-dione FC=1C=CC(=NC1C)[C@H](C)OC1=NN(C2=NN=C(C=C21)C=2C(NC(NC2)=O)=O)C